O[C@H]1[C@@H](CCCC1)N1C(C2=CC(=C(C=C2C1)C)CC1=CC=C(C=C1)C=1N=NN(C1)C)=O (trans-2-hydroxycyclohexyl)-5-methyl-6-(4-(1-methyl-1H-1,2,3-triazol-4-yl)benzyl)isoindolin-1-one